CN(C)C(CC1=CC=CC=C1)O N,N-dimethylaminophenethyl alcohol